F[C@H]1CN(CC[C@H]1NC1=C2C=C(N(C2=CC=C1)CC(F)(F)F)I)C(CC)=O 1-[(3S,4R)-3-fluoro-4-[[2-iodo-1-(2,2,2-trifluoroethyl)indol-4-yl]amino]-1-piperidyl]propan-1-one